cyclohexyl-4-pentylcyclohexanecarboxamide C1(CCCCC1)C1(CCC(CC1)CCCCC)C(=O)N